N1=CC=CC2=CC(=CC=C12)NC(CC(=O)NC=1C=C2C=CC=NC2=CC1)=O N,N'-bis(6-quinolinyl)malonamide